4-[6-(2-Chloro-5-methoxy-phenyl)-4-cyano-3-hydroxy-pyridin-2-yl]-4-oxo-butyric acid ClC1=C(C=C(C=C1)OC)C1=CC(=C(C(=N1)C(CCC(=O)O)=O)O)C#N